C1(CC1)[C@@H](C(=O)OCC)N1C[C@@H](CCC1)C1=NN2C(=NC=3C(=CC=CC3C2=N1)OC)NCC1=C(C=C(C=C1)OC)OC ethyl (S)-2-cyclopropyl-2-((R)-3-(5-((2,4-dimethoxybenzyl)amino)-7-methoxy-[1,2,4]triazolo[1,5-c]quinazolin-2-yl)piperidin-1-yl)acetate